C(#N)CC(=O)N1C[C@@H](CCC1)OC1=NC=C(C2=CC(=C(C=C12)OC(C)C)C(=O)N)C#CC1CN(C1)C (R)-1-((1-(2-cyanoacetyl)piperidin-3-yl)oxy)-7-isopropoxy-4-((1-methylazetidin-3-yl)ethynyl)isoquinoline-6-carboxamide